COC1=C(C=C(C=C1)C1COC1)S(=O)(=O)N 2-methoxy-5-(oxetan-3-yl)benzenesulfonamide